1,2-bis(2-methyl-5-(1-naphthyl)-3-thienyl)perfluorocyclopentene CC=1SC(=CC1C1=C(C(C(C1(F)F)(F)F)(F)F)C1=C(SC(=C1)C1=CC=CC2=CC=CC=C12)C)C1=CC=CC2=CC=CC=C12